ClC1=NC(=C2N=CN(C2=N1)CC)NC1=CC(=CC=C1)Cl 2-CHLORO-N-(3-CHLOROPHENYL)-9-ETHYL-9H-PURIN-6-AMINE